(S)-4-benzyl-3-propionyloxazolin-2-one C(C1=CC=CC=C1)C=1N(C(OC1)=O)C(CC)=O